Cl.CC1(OCC=CC1)C1(CCN(CC1)CC1=CC=C(C=C1)NC(C)=O)CCC1=CC=CC=C1 N-(4-((4-(2-methyl-3,6-dihydro-2H-pyran-2-yl)-4-phenethylpiperidin-1-yl)methyl)phenyl)acetamide HCl